(3s,4r)-N-(2-ethylphenyl)-1-methyl-4-[1-methyl-3-(chloro)-3H-pyrazol-5-yl]-2-oxo-pyrrolidine-3-carboxamide C(C)C1=C(C=CC=C1)NC(=O)[C@H]1C(N(C[C@@H]1C1=CC(NN1C)Cl)C)=O